magnesium tetrakis[(4-methylpentenoyloxy)phenyl]porphyrin CC(C=CC(=O)OC1=C(C=CC=C1)C1=C2C=CC(C(=C3C=CC(=C(C=4C=CC(=C(C5=CC=C1N5)C5=C(C=CC=C5)OC(C=CC(C)C)=O)N4)C4=C(C=CC=C4)OC(C=CC(C)C)=O)N3)C3=C(C=CC=C3)OC(C=CC(C)C)=O)=N2)C.[Mg]